C(C=C)C1(C(C=C(C=C1)Cl)N)NCC=C 1,N1-Diallyl-4-chlorobenzene-1,2-diamine